FC1(CN(CC12CC2)C2=NN(C1=CC=CC(=C21)F)S(=O)(=O)C2=CC=C(C=C2)C(C)(F)F)F 3-(7,7-difluoro-5-azaspiro[2.4]heptan-5-yl)-1-[4-(1,1-difluoroethyl)phenyl]sulfonyl-4-fluoro-indazole